C(#N)C1CC(C1)(CC1=NN=CN1C)C=1C=C(C(=O)NC2=C(C(=CC=C2)C(F)(F)F)O)C=CC1 3-((1r,3r)-3-Cyano-1-((4-methyl-4H-1,2,4-triazol-3-yl)methyl)cyclobutyl)-N-(2-hydroxy-3-(trifluoromethyl)phenyl)benzamide